ClC1=C2C(=NC=C1)N(C=C2C)COCC[Si](C)(C)C 4-chloro-3-methyl-1-((2-(trimethylsilyl)ethoxy)methyl)-1H-pyrrolo[2,3-b]pyridine